3-Cyclobutylaminopropan C1(CCC1)NCCC